1-(3-Amino-3-oxopropyl)-N-(2-methoxy-5-(4-(trifluoromethyl)-phenoxy)phenyl)-5-oxopyrrolidine-2-carboxamide NC(CCN1C(CCC1=O)C(=O)NC1=C(C=CC(=C1)OC1=CC=C(C=C1)C(F)(F)F)OC)=O